sodium 5-(6-Acetoxypyridin-3-yl)-3-(2,4-difluorophenyl)-2-methylpyrazolo[1,5-a]pyrimidin-7-ol C(C)(=O)OC1=CC=C(C=N1)C1=NC=2N(C(=C1)O)N=C(C2C2=C(C=C(C=C2)F)F)C.[Na]